di-tert-butyl 1-(1-(3-bromocyclopentyl)-2-methoxy-2-oxoethyl)hydrazine-1,2-dicarboxylate BrC1CC(CC1)C(C(=O)OC)N(NC(=O)OC(C)(C)C)C(=O)OC(C)(C)C